FC1=C(C(=C(C(I)(F)Br)C=C1)F)F TETRAFLUOROIODOBENZYL BROMIDE